tert-butyl (4-(6-chloropyrazolo[1,5-a]pyrazin-4-yl)benzyl)carbamate ClC=1N=C(C=2N(C1)N=CC2)C2=CC=C(CNC(OC(C)(C)C)=O)C=C2